methyl 3-fluoro-4-(5-hydroxy-3-methyl-pyrazol-1-yl)benzoate FC=1C=C(C(=O)OC)C=CC1N1N=C(C=C1O)C